O1COC2C1=CC=C2 cyclopenta[1,2-d][1,3]dioxol